3-Amino-6-(oxazol-2-yl)-N-(3,3,3-trifluoro-2-hydroxy-2-methylpropyl)-5-(trifluoromethyl)picolinamide NC=1C(=NC(=C(C1)C(F)(F)F)C=1OC=CN1)C(=O)NCC(C(F)(F)F)(C)O